methyl 4-(4-(((1r,4r)-4-(3-(3-fluoro-4-(trifluoromethoxy)phenyl)ureido)cyclohexyl)oxy)phenoxy)butyrate FC=1C=C(C=CC1OC(F)(F)F)NC(NC1CCC(CC1)OC1=CC=C(OCCCC(=O)OC)C=C1)=O